2-Iodo-5-(N-(4-methoxybenzyl)-N-methylsulfamoyl)benzoic acid IC1=C(C(=O)O)C=C(C=C1)S(N(C)CC1=CC=C(C=C1)OC)(=O)=O